4-(2-((3-(2-methoxyethoxy)-1-((1r,4r)-4-morpholinylcyclohexyl)-1H-pyrazol-4-yl)amino)pyrimidin-5-yl)benzonitrile COCCOC1=NN(C=C1NC1=NC=C(C=N1)C1=CC=C(C#N)C=C1)C1CCC(CC1)N1CCOCC1